2-fluoro-1-(3-(3-(4-(trifluoromethyl)phenyl)-1H-pyrazolo[3,4-b]pyrazin-1-yl)azetidin-1-yl)propan-2-en-1-one FC(C(=O)N1CC(C1)N1N=C(C=2C1=NC=CN2)C2=CC=C(C=C2)C(F)(F)F)=C